bis(tert-butoxy)(tert-pentoxy)silanol C(C)(C)(C)O[Si](O)(OC(C)(C)CC)OC(C)(C)C